FC1(CN(C1)CC1=C(CN(C(C(C)(C)C)=O)CC(NC=2C=C3CC4(C(NC5=NC=CC=C54)=O)CC3=CC2)=O)C=CC=C1)F N-(2-((3,3-Difluoroazetidin-1-yl)methyl)benzyl)-N-(2-oxo-2-((2'-oxo-1,1',2',3-tetrahydrospiro[indene-2,3'-pyrrolo[2,3-b]pyridin]-5-yl)amino)ethyl)pivalamide